O=C1OC2=CC(=CC=C2C=C1)OCCCOC1=CC=C(C(=O)OC2=C(C=C(C=C2)OC(C2=CC=C(C=C2)OCCCOC2=CC=C3C=CC(OC3=C2)=O)=O)C)C=C1 2-methyl-1,4-phenylene bis(4-(3-((2-oxo-2H-chromen-7-yl)oxy)propoxy)benzoate)